2-((methylamino)methyl)-1-phenylcyclohexane-1-ol CNCC1C(CCCC1)(O)C1=CC=CC=C1